ClC1=CC=2N(N=C1)C(=NN2)C2CC(CCC2)N 3-(7-chloro-[1,2,4]triazolo[4,3-b]pyridazin-3-yl)cyclohexan-1-amine